CONC1=NC(=NC(=N1)NCCC)NCC#C O-Methyl-N-(4-n-propylamino-6-prop-2-ynylamino-[1,3,5]triazin-2-yl)-hydroxylamine